xanthenofuran C=1COC=2C1C1=CC3=CC=CC=C3OC1=CC2